C[N+](CC(COC(CCCCCCC\C=C/CCCCCCCC)=O)OC(CCCCCCC\C=C/CCCCCCCC)=O)(C)C trimethyl-2,3-Dioleoyloxypropylammonium